FC(C=1C=CC(=NC1)C(=O)O)(F)F 5-(trifluoromethyl)pyridine-2-carboxylic acid